7-((S)-1-((2S,4r)-2-(aminomethyl)-6-oxo-5-oxa-7-azaspiro[3.4]oct-7-yl)ethyl)-3-(1-methyl-6-oxo-1,6-dihydropyridazin-4-yl)-1H-indole-2-carboxylic acid NCC1CC2(C1)OC(N(C2)[C@@H](C)C=2C=CC=C1C(=C(NC21)C(=O)O)C=2C=NN(C(C2)=O)C)=O